C(C1=CC=CC=C1)O[C@H]1C[C@@H](O[C@]1(C)COCC1=CC=CC=C1)N1C(N=C(C=C1)NC(C1=CC=CC=C1)=O)=O N-(1-((2R,4S,5R)-4-(benzyloxy)-5-((benzyloxy)methyl)-5-methyltetrahydrofuran-2-yl)-2-oxo-1,2-dihydropyrimidin-4-yl)benzamide